N-[(3R)-1-(4-{[(1R)-1-(3-bromo-2-fluorophenyl)ethyl]amino}-2-methylpyrido[3,4-d]pyrimidin-6-yl)pyrrolidin-3-yl]acetamide BrC=1C(=C(C=CC1)[C@@H](C)NC=1C2=C(N=C(N1)C)C=NC(=C2)N2C[C@@H](CC2)NC(C)=O)F